C(C)(C)(C)OC(=O)C=1N=C(SC1C)C=1NC2=C(C=C(C=C2C1)OC(C)C)Br 2-(7-bromo-5-isopropoxy-1H-indol-2-yl)-5-methylthiazole-4-carboxylic acid tert-butyl ester